P(=O)(OC[C@@H](COCCCCCCCCCCCCCCCCCC)OC)(O[C@H]1[C@@H]([C@H]([C@@H](C[C@H]1O)O)O)O)O [(2R)-2-methoxy-3-octadecoxypropyl] [(1R,2R,3S,4R,6R)-2,3,4,6-tetrahydroxy cyclohexyl] hydrogen phosphate